C(C)(C)(C)OC(=O)N(C1CCN(CC1)C1=C2C=CN=NC2=C(C=C1)C(=O)OC)C1CC1 methyl 5-{4-[(tert-butoxycarbonyl) (cyclopropyl)amino] piperidin-1-yl}cinnoline-8-carboxylate